2-Hydroxy-N,N,N-trimethylethylammonium 8-(4-hydroxybenzoylamino)octanoate OC1=CC=C(C(=O)NCCCCCCCC(=O)[O-])C=C1.OCC[N+](C)(C)C